biphenyl diphosphite OP(O)OP(O)O.C1(=CC=CC=C1)C1=CC=CC=C1